2-azatricyclo[10.4.0.04,9]hexadecan C12NCC3CCCCC3CCC2CCCC1